ClC=1SC(=CN1)CN1C=CC=C2C1=NC(N(C2=O)C2=CC(=CC=C2)OC(F)F)=O 8-((2-chlorothiazol-5-yl)methyl)-3-(3-(difluoromethoxy)phenyl)pyrido[2,3-d]pyrimidine-2,4(3H,8H)-dione